C(C1=CC=CC=C1)(C1=CC=CC=C1)=NC=1C=C(C=C2C=C(N=CC12)NC(=O)[C@H]1[C@H](C1)F)C=1C(=NC(=NC1)C(=O)NC)C |r| (±)-5-[8-(benzhydrylideneamino)-3-[(cis-2-fluorocyclopropanecarbonyl)amino]-6-isoquinolinyl]-N,4-dimethyl-pyrimidine-2-carboxamide